Tris(4-Aminophenyl)Amine NC1=CC=C(C=C1)N(C1=CC=C(C=C1)N)C1=CC=C(C=C1)N